CC(CCOCCC(C)C1=CC=CC=C1)C1=CC=CC=C1 methylphenylpropyl ether